6,7-dichloro-3-((3,3-difluorocyclobutyl)methyl)-1,3,4,9-tetrahydro-[1,2,6]thiadiazino[4,3-g]indole 2,2-dioxide ClC=1C=2C(=CNC2C2=C(C1)CN(S(N2)(=O)=O)CC2CC(C2)(F)F)Cl